FC1=C(C(=CC=C1)C(F)(F)F)C(C)=O 1-(2-Fluoro-6-(trifluoro-meth-yl)phenyl)ethan-1-one